CN(C)C[C@@H]1[C@H]([C@]2([C@](C=3C(=NC(=CC3O2)OC)OC)([C@@H]1O)O)C1=CC=C(C=C1)N1CC(C1)(C)F)C1=CC=CC=C1 (5ar,6s,7s,8r,8as)-7-((dimethylamino)methyl)-5a-(4-(3-fluoro-3-methylazetidin-1-yl)phenyl)-1,3-dimethoxy-6-phenyl-5a,6,7,8-tetrahydro-8aH-cyclopenta[4,5]furo[3,2-c]pyridine-8,8a-diol